5-methyl-3-(1-pyrrolidinyl)-2[5H]-furanone CC1C=C(C(O1)=O)N1CCCC1